C1(CC1)CN([C@@H]1CC[C@H](CC1)N(C1=CC(N(C=2C=CC(=NC12)C#N)C)=O)C)C1=NC=C(C=C1)F trans-8-[[4-[cyclopropylmethyl-(5-fluoro-2-pyridyl)amino]cyclohexyl]-methyl-amino]-5-methyl-6-oxo-1,5-naphthyridine-2-carbonitrile